CC=1OC(=NN1)N1CCNCC1 2-methyl-5-piperazin-1-yl-1,3,4-oxadiazole